[Cl-].C(C1CO1)[N+](C)(C)CCCCCCCCCCCC (2,3-epoxypropyl)-dodecyl-dimethyl-ammonium chloride